tridecyl 3-((4-((3-(dimethylamino)propyl)amino)-3-(2-hexyldecanamido)-4-oxobutyl)thio)propanoate CN(CCCNC(C(CCSCCC(=O)OCCCCCCCCCCCCC)NC(C(CCCCCCCC)CCCCCC)=O)=O)C